C1(CCCCC1)N1N=C(C=C1C1=CC=C(C=C1)C1=CC(=CC=C1)S(=O)(=O)C)C(F)(F)F 1-cyclohexyl-5-(3'-(methylsulfonyl)-[1,1'-biphenyl]-4-yl)-3-(trifluoromethyl)-1H-pyrazole